ClC=1C=2C=3N(C(=NC2C=CC1)N[C@H]1C(NCCNC1)=O)N=C(N3)C3=CC=C(C=C3)F (6R)-6-{[10-chloro-2-(4-fluorophenyl)[1,2,4]triazolo[1,5-c]quinazolin-5-yl]amino}-1,4-diazepan-5-one